2-(4-chloro-3-fluorophenoxy)-N-{(3S)-4-[2-(4-chlorophenoxy)acetylamino]-3-hydroxybicyclo[2.2.2]octan-1-yl}acetamide ClC1=C(C=C(OCC(=O)NC23C[C@@H](C(CC2)(CC3)NC(COC3=CC=C(C=C3)Cl)=O)O)C=C1)F